C(CC=C)N1CCN(CC1)C1=C(C(=O)OC)C=CC(=C1)Cl Methyl 2-(4-(but-3-en-1-yl)piperazin-1-yl)-4-chlorobenzoate